CNC1CCN(CC1)CC1=CC=C(C=C1)N1C(=NC=2C1=NC=C(C2)C2=CC=CC=C2)C=2C(=NC=CC2)N 3-(3-(4-((4-(methylamino)piperidin-1-yl)methyl)phenyl)-6-phenyl-3H-imidazo[4,5-b]pyridin-2-yl)pyridin-2-amine